8-(1H-pyrazol-4-yl)-N-(3-(4-methylpiperazin-1-yl)phenyl)quinazolin-2-amine N1N=CC(=C1)C=1C=CC=C2C=NC(=NC12)NC1=CC(=CC=C1)N1CCN(CC1)C